[Co](Cl)Cl.C1(=CC=CC=C1)P(C1=C(C=CC=C1)OC1=C(C=CC=C1)P(C1=CC=CC=C1)C1=CC=CC=C1)C1=CC=CC=C1 bis(2-diphenylphosphinophenyl) ether cobalt chloride